FC(CN(C1=NC=2N(C3=CC=CC(=C13)F)C=NN2)C2=CC(=NC=C2)C#CC2(CC2)C(F)(F)F)F N-(2,2-difluoroethyl)-6-fluoro-N-(2-((1-(trifluoromethyl)cyclopropyl)ethynyl)pyridin-4-yl)-[1,2,4]triazolo[4,3-a]quinazolin-5-amine